C(CCCCCC)N1CCNCC1 (Z)-4-heptylpiperazine